N-(3,6-bis(difluoromethoxy)-9H-fluoren-9-yl)-2-oxo-6-(trifluoromethyl)-1,2-dihydropyridine-3-carboxamide FC(OC=1C=CC=2C(C3=CC=C(C=C3C2C1)OC(F)F)NC(=O)C=1C(NC(=CC1)C(F)(F)F)=O)F